N1C(NC=C1)=O Imidazole-2(1H)-on